(2-(2-methoxyethoxy)ethoxy)-1,3,4-thiadiazol-2-amine COCCOCCOC1=NN=C(S1)N